Dibenzoylperoxid C(C1=CC=CC=C1)(=O)OOC(C1=CC=CC=C1)=O